bis(dimethylamino)methaniminium 1H-pyrazole-1-carboxylate N1(N=CC=C1)C(=O)[O-].CN(C)C(=[NH2+])N(C)C